(1R,3aS,5aR,7S,9aR,11aR)-1-[(2R)-6-hydroxy-6-methylheptan-2-yl]-3a,6,6,9a,11a-pentamethylhexadecahydro-1H-cyclopenta[1,2-a]phenanthrene-4,7-diol OC(CCC[C@@H](C)[C@H]1CC[C@@]2([C@@]1(CCC1[C@]3(CC[C@@H](C([C@@H]3CC(C21)O)(C)C)O)C)C)C)(C)C